2-chloro-N-(2-iodophenyl)-5,6-dimethoxypyrimidine-4-carboxamide ClC1=NC(=C(C(=N1)C(=O)NC1=C(C=CC=C1)I)OC)OC